(5-(5-chloro-2-methoxypyridin-4-yl)-1H-pyrazole-3-carbonyl)-N-((1-methyl-1H-indol-3-yl)methyl)piperidine-4-carboxamide 2,3,4,5,6-pentahydroxyhexyl-(4-methoxybenzoate) OC(COC(C1=CC=C(C=C1)OC)=O)C(C(C(CO)O)O)O.ClC=1C(=CC(=NC1)OC)C1=CC(=NN1)C(=O)N1CCC(CC1)C(=O)NCC1=CN(C2=CC=CC=C12)C